ClC1=C(C=C(OCC(=O)NC23CC(C2)(C3)NC3=NC=CC(=N3)C=3C(=NN(C3)C)C)C=C1)F 2-(4-chloro-3-fluorophenoxy)-N-(3-{[4-(1,3-dimethyl-1H-pyrazol-4-yl)pyrimidin-2-yl]amino}bicyclo[1.1.1]pentan-1-yl)acetamide